3-[4-(Cyclobutoxy)-2,3-difluoro-phenoxy]-5-methyl-N-[3-(methylsulfonyl)phenyl]-6-(trifluoromethyl)pyridazine-4-carboxamide C1(CCC1)OC1=C(C(=C(OC=2N=NC(=C(C2C(=O)NC2=CC(=CC=C2)S(=O)(=O)C)C)C(F)(F)F)C=C1)F)F